(4-(trifluoromethyl)phenyl)acetamide hydrochloride Cl.FC(C1=CC=C(C=C1)CC(=O)N)(F)F